5-bromo-1-{1-[(2,2-dimethyl-1,3-dioxolan-4-yl)methyl]piperidin-4-yl}-3,3-dimethyl-2,3-dihydro-1H-indole BrC=1C=C2C(CN(C2=CC1)C1CCN(CC1)CC1OC(OC1)(C)C)(C)C